C1(=CC=CC=C1)C(=O)C(=O)C1=CC=CC=C1 (3S,4R)-benzil